C(C)OC(C1=C(C=C(C=C1)C(F)(F)F)NC1=C(C=C(C=C1)F)CC=C)=O ((2-allyl-4-fluorophenyl)amino)-4-(trifluoromethyl)benzoic acid ethyl ester